thioureido dithiocarbonate C(SNC(=S)N)([O-])=S